lithium bis(2-oxo-(3-phenyl)butanoic acid) borate B([O-])([O-])[O-].O=C(C(=O)O)C(C)C1=CC=CC=C1.O=C(C(=O)O)C(C)C1=CC=CC=C1.[Li+].[Li+].[Li+]